C1(CC1)C1=CC=C(C=C1)N1N=C2CCN(C[C@H]3C2=C1CCN3C(=O)OC(C)(C)C)C(=O)OCC3=CC=CC=C3 |o1:16| 7-benzyl 5-(tert-butyl) (R or S)-2-(4-cyclopropylphenyl)-3,4,5a,6,8,9-hexahydro-2H-1,2,5,7-tetraazabenzo[cd]azulene-5,7-dicarboxylate